2-chlorobenzenecarboperoxoic acid ClC1=C(C=CC=C1)C(=O)OO